C(C)C=1C=C2C(=CN(C(C2=CC1)=O)C)C=1C=C(C=CC1)NS(=O)(=O)C N-[3-(6-ethyl-2-methyl-1-oxoisoquinolin-4-yl)phenyl]methanesulfonamide